ClC=1C2=C(N=C(N1)SC)N(C(C=C2)=O)CC(C)(C)C 4-chloro-8-(2,2-dimethyl-propyl)-2-methylsulfanyl-8H-pyrido[2,3-d]Pyrimidine-7-one